Cl.FC(C1=C(C=CC(=C1)C#CC(=O)N1CCN(CC1)CCCC(=O)OCC)C1=CC=CC=C1)(F)F ethyl 4-(4-{3-[2-(trifluoromethyl) [1,1'-biphenyl]-4-yl]prop-2-ynoyl}piperazin-1-yl)butanoate monohydrochloride